benzotriazol-1-yl-2-oxo-4-phenyl-3-pyrrolidinecarboxamide N1(N=NC2=C1C=CC=C2)N2C(C(C(C2)C2=CC=CC=C2)C(=O)N)=O